NC1=NC(NC=C1F)=O 4-amino-5-fluoro-2-oxopyrimidine